3-((e)-(2-(2-(3,4-dihydroxyphenyl)acetyl)hydrazono)methyl)-3-methyl-7-oxo-4-thia-1-azabicyclo[3.2.0]heptane-2-carboxylic acid 4,4-dioxide OC=1C=C(C=CC1O)CC(=O)N\N=C\C1(C(N2C(CC2S1(=O)=O)=O)C(=O)O)C